(R)-6-(4-amino-5-methoxypyrimidin-2-yl)-2-(5-(difluoromethoxy)-4-((6-oxo-5-(trifluoromethyl)-1,6-dihydropyridazin-4-yl)amino)pentyl)-7-fluoroisoquinolin-1(2H)-one NC1=NC(=NC=C1OC)C=1C=C2C=CN(C(C2=CC1F)=O)CCC[C@H](COC(F)F)NC=1C=NNC(C1C(F)(F)F)=O